C(C(C)(C)C)NC1C(CCCC1)N N-neopentylcyclohexane-1,2-diamine